5-ethoxy-4-isopropoxy-2-(piperazin-1-yl)benzonitrile hydrochloride Cl.C(C)OC=1C(=CC(=C(C#N)C1)N1CCNCC1)OC(C)C